O1[C@@H](COCC1)COC=1N2CCC3=C(C2=C(C(C1)=O)C)C=CC(=C3)C=3CCN(CC3)C(=O)OC(C)C isopropyl 4-[4-[[(2S)-1,4-dioxan-2-yl]methoxy]-1-methyl-2-oxo-6,7-dihydrobenzo[a]quinolizin-9-yl]-3,6-dihydro-2H-pyridine-1-carboxylate